butylcarbamic acid anhydride C(CCC)NC(=O)OC(NCCCC)=O